2-((5-((3-methoxyphenoxy)methyl)-1,3,4-oxadiazol-2-yl)thio)ethan-1-one COC=1C=C(OCC2=NN=C(O2)SCC=O)C=CC1